7-cyclopentyl-N,N-dimethyl-2-([5-(piperazin-yl)-piperidin-2-yl]amino)-7H-pyrrolo[2,3-d]pyrimidine-6-carboxamide C1(CCCC1)N1C(=CC2=C1N=C(N=C2)NC2NCC(CC2)N2CCNCC2)C(=O)N(C)C